C(COC(C)C=CC(=O)N)OC(C)C=CC(=O)N N'-((ethane-1,2-diylbis(oxy))bis(ethane-2,2-diyl))bisacrylamide